6-bromo-N-(5-cyano-4-((2-methoxyethyl)amino)pyridin-2-yl)-5-(1,3-dioxolan-2-yl)-1-methyl-1H-pyrrolo[3,2-b]pyridine-3-carboxamide BrC=1C=C2C(=NC1C1OCCO1)C(=CN2C)C(=O)NC2=NC=C(C(=C2)NCCOC)C#N